Tert-butyl (4-azidobutyl)carbamate N(=[N+]=[N-])CCCCNC(OC(C)(C)C)=O